tert-butyl 4-(5-((cyclopropylsulfonyl)oxy)pyrimidin-2-yl)-1-methyl-1H-pyrazole-5-carboxylate C1(CC1)S(=O)(=O)OC=1C=NC(=NC1)C=1C=NN(C1C(=O)OC(C)(C)C)C